S(=O)(=O)([O-])[O-].[Na+].S(=O)(=O)([O-])OOS(=O)(=O)O.[Ca+2] calcium persulfate sodium sulfate